(R)-1-(4-chloro-3-hydroxy-phenyl)-7-(2-(((3-chloropyridin-2-yl)oxy)methyl)pyrrolidin-1-yl)-4-oxo-1,4-dihydro-quinoline-3-carboxylic acid ClC1=C(C=C(C=C1)N1C=C(C(C2=CC=C(C=C12)N1[C@H](CCC1)COC1=NC=CC=C1Cl)=O)C(=O)O)O